4-((2,6-difluoro-4-(1H-imidazol-5-yl)benzyl)oxy)phenyl sulfurofluoridate S(OC1=CC=C(C=C1)OCC1=C(C=C(C=C1F)C1=CN=CN1)F)(=O)(=O)F